(2-chlorophenyl)-2-(4,5-dihydrothieno[2,3-c]pyridin-6(7H)-yl)acetic acid ClC1=C(C=CC=C1)C(C(=O)O)N1CC2=C(CC1)C=CS2